N1N=CC2=NC(=CC=C21)C(=O)N 1H-Pyrazolo[4,3-b]pyridine-5-carboxamide